Cl.NC1C=2C=CC(=NC2NCC1)P(O)(O)=O (5-amino-5,6,7,8-tetrahydro-1,8-naphthyridin-2-yl)phosphonic acid hydrochloride